heptatrienol C(=CC=CC=CC)O